(R*)-12-(5-(6-amino-2-fluoropyridin-3-yl)-1H-imidazol-2-yl)-7-chloro-8-fluoro-13,14-dihydro-2H-spiro[benzo[5,6]azocino[4,3-g]indolizine-3,1'-cyclopropane]-1,10(4H,12H)-dione NC1=CC=C(C(=N1)F)C1=CN=C(N1)C1CN2C(CC3(CC3)[C@@H]2C2=C1C=1C(=C(C=NC2)Cl)C(=CC(C1)=O)F)=O |o1:21|